ClC1=C(C=CC=C1)C1=CC(=C(C=C1)C(=O)OC)NC(=S)C1=CC=CC=C1 methyl 2'-chloro-3-((phenylthioformyl) amino)-[1,1'-biphenyl]-4-carboxylate